ClC1=C(C(=CC(=C1)Cl)Cl)C(F)(F)F 2,4,6-trichlorobenzotrifluoride